Cumic Acid OC(=O)C1=CC=C(C(C)C)C=C1